methanecarbamate CNC(=O)[O-]